N1[SiH2]CCCC1 1-aza-2-silacyclohexane